(R)-2-METHYLMORPHOLINO-CHROMAN-3-OL CC1OCCN(C1)[C@@H]1OC2=CC=CC=C2CC1O